C(C)OCC1=CC=CO1 furfuryl Ethyl Ether